C(CCCCC)C(CC1=C(SC(=C1)[Sn](C)(C)C)C=1SC(=CC1)[Sn](C)(C)C)CCCCCCCC 1,1'-[3'-(2-Hexyldecyl)[2,2'-bithiophene]-5,5'-diyl]bis[1,1,1-trimethylstannane]